8-hydroxyquinoline sulfate S(=O)(=O)(O)O.OC=1C=CC=C2C=CC=NC12